COC=1C=C(C=CC1OC)CCNC1=CC=C(C=O)C=C1 4-(3,4-dimethoxyphenylethyl)aminobenzaldehyde